C(C)(=O)O\C=C/CCCCCCCCCCCCCC (Z)-l-1-Hexadecenyl acetate